ClC=1C=C(C=C(C1)Cl)C12OCC(CO1)(CO2)C 1-(3,5-dichlorophenyl)-4-methyl-2,6,7-trioxabicyclo[2.2.2]octane